COC1=NN(C2=C1C=NC(=C2)NC(C)=O)C2OCCCC2 N-(3-methoxy-1-tetrahydropyran-2-yl-pyrazolo[4,3-c]pyridin-6-yl)acetamide